C1(=CC=CC=C1)[C@H](C)[N-][C@@H](C)C1=CC=CC=C1 (-)-bis-[(S)-1-phenylethyl]amide